C(C)(C)(C)OC(=O)N1CCN(C2=CC=CC=C12)CC1=C(C=CC=C1)Cl.BrC1=C(C2=CC=CC=C2C=C1)Br dibromonaphthalene tert-butyl-4-(2-chlorobenzyl)-3,4-dihydroquinoxalin-1(2H)-carboxylate